3-(8-acetyl-2-oxo-1,8-diazaspiro[4.5]dec-3-yl)-2-aminopropionamide hydrochloride Cl.C(C)(=O)N1CCC2(CC(C(N2)=O)CC(C(=O)N)N)CC1